4-((2-cyanophenyl)thio)-6-(6-(pyrrolidin-1-yl)pyridin-3-yl)pyrazolo[1,5-a]pyridine-3-carbonitrile C(#N)C1=C(C=CC=C1)SC=1C=2N(C=C(C1)C=1C=NC(=CC1)N1CCCC1)N=CC2C#N